(2-(difluoromethyl)phenyl)(methyl)sulfane FC(C1=C(C=CC=C1)SC)F